7-[2-(morpholin-4-yl)pyrimidin-5-yl]-1-phenyl-2,3-dihydro-1H-pyrrolo[1,2-a]benzimidazole N1(CCOCC1)C1=NC=C(C=N1)C=1C=CC2=C(N3C(=N2)CCC3C3=CC=CC=C3)C1